BrCC\C=C\CCCCCCCC(OCC)OCC (3E)-1-bromo-12,12-diethoxy-3-dodecene